O1C(=CC=C1)C1=NN=C(O1)C(=O)NN 5-(2-furyl)-1,3,4-oxadiazole-2-carbohydrazide